ClC=1C(=C2C=NNC2=C(C1F)N1C[C@@H](CC1)OC)C=1N=CC=2N(C1)C=C(N2)NC(=O)C2C(C2)F N-(6-(5-chloro-6-fluoro-7-((R)-3-methoxypyrrolidin-1-yl)-1H-indazol-4-yl)imidazo[1,2-a]pyrazin-2-yl)-2-fluorocyclopropane-1-carboxamide